NC1=NC(=NN2C1=C(C=C2)C2=CC=C1C(=N2)N(C=N1)CC(F)F)N[C@H]1C(CN(CC1)C(C)=O)(F)F (R)-1-(4-((4-Amino-5-(3-(2,2-difluoroethyl)-3H-imidazo[4,5-b]pyridin-5-yl)pyrrolo[2,1-f][1,2,4]triazin-2-yl)amino)-3,3-difluoropiperidin-1-yl)ethan-1-one